({[(3-ethoxy-3-oxoprop-1-en-1-yl)oxy]-2-fluoro-[1,1'-biphenyl]-3-yl}methyl)-3-methyl-7-oxo-9-oxa-2,6-diazaspiro[4.5]decane-2-carboxylate C(C)OC(C=COC1=C(C(=C(C=C1)C1=CC=CC=C1)F)COC(=O)N1CC2(CC1C)NC(COC2)=O)=O